2-(azetidin-1-yl)-5-methoxypyrimidin-4-amine N1(CCC1)C1=NC=C(C(=N1)N)OC